S(=O)(=O)(O)CCCSSCCCS(=O)(=O)O.[Na] sodium sulfopropyldisulfide